ethyl 3-(1-(4-chlorobenzyl)-3-(3,3-dimethylbutanoyl)-5-isopropyl-1H-indol-2-yl)-2,2-dimethylpropanoate ClC1=CC=C(CN2C(=C(C3=CC(=CC=C23)C(C)C)C(CC(C)(C)C)=O)CC(C(=O)OCC)(C)C)C=C1